ClC1=CC=C(CC2=NC=CC=C2)C=C1 2-(4'-chlorobenzyl)pyridine